(4-(4-(benzo[d]thiazol-5-ylamino)quinolin-6-yl)-3-fluorophenyl)(7-oxa-2-azaspiro[3.5]nonan-2-yl)methanone S1C=NC2=C1C=CC(=C2)NC2=CC=NC1=CC=C(C=C21)C2=C(C=C(C=C2)C(=O)N2CC1(C2)CCOCC1)F